C1CC12CN(C2)C2CN(C2)C2=NC1=C(C(=C(C=C1C(=N2)N2C[C@H](N(C[C@@H]2C)C(=O)OC(C)(C)C)C)C(F)(F)F)Br)F tert-butyl (2r,5s)-4-[2-[3-(5-azaspiro[2.3]hex-5-yl) azetidin-1-yl]-7-bromo-8-fluoro-6-(trifluoromethyl) quinazolin-4-yl]-2,5-dimethyl-piperazine-1-carboxylate